C1(=CC=CC=C1)N1CCNCC1 N'-phenylpiperazine